(S)-1-(2-(1-(4-(3-fluorophenoxy)phenyl)-8-methylimidazo[1,5-a]pyrazin-3-yl)piperidin-1-yl)prop-2-en-1-one FC=1C=C(OC2=CC=C(C=C2)C=2N=C(N3C2C(=NC=C3)C)[C@H]3N(CCCC3)C(C=C)=O)C=CC1